6-[(S)-2-(tert-butylamino)-1-hydroxyethyl]-2-pyridinecarbonitrile C(C)(C)(C)NC[C@H](O)C1=CC=CC(=N1)C#N